methyl 3-(4-amino-6-chloro-5-fluoropyridine-3-yl)propiolate NC1=C(C=NC(=C1F)Cl)C#CC(=O)OC